OC(C)C1=C(C=CC=C1)B(O)O (2-(1-hydroxyethyl)phenyl)boronic acid